OC1=CC(=C(C=C1C(CC)=NO)NC(C)=O)OC N-(4-hydroxy-5-(1-(hydroxyimino)propyl)-2-methoxyphenyl)acetamide